ClC1=CC=C2C(=N1)C(=NN2C)C#N 5-chloro-1-methylpyrazolo[4,3-b]pyridine-3-carbonitrile